C(#N)C1=CC=C(OC(C(=O)NC=2SC3=C(N2)C=C(C=C3)N(CC)CC)C3=CC=C(C=C3)S(=O)(=O)CC)C=C1 2-(4-Cyano-phenoxy)-N-(5-diethylamino-benzothiazol-2-yl)-2-(4-ethanesulfonyl-phenyl)-acetamide